benzofuran-2-yl-triphenyl-silicon O1C(=CC2=C1C=CC=C2)[Si](C2=CC=CC=C2)(C2=CC=CC=C2)C2=CC=CC=C2